C(CCCCCCCCCCC)(=O)[O-].[K+] potassium monolaurate